4-(2-(4-(difluoromethoxy)phenyl)propan-2-yl)phenyl-2,5-dimethyl-1H-pyrrole FC(OC1=CC=C(C=C1)C(C)(C)C1=CC=C(C=C1)N1C(=CC=C1C)C)F